C(CCCCCCC\C=C/CCCCCCCC)OC(C(=O)OCCOCCOCCOCCOC(CN(CCOC(CN(CCOC)C(=O)OC(C)(C)C)=O)C(=O)OC(C)(C)C)=O)COCCCCCCCC\C=C/CCCCCCCC 2-[2-[2-[2-[2-[tert-butoxycarbonyl-[2-[2-[tert-butoxycarbonyl(2-methoxyethyl)amino]acetyl]oxyethyl]amino]acetyl]oxyethoxy]ethoxy]ethoxy]ethyl 2,3-bis[(Z)-octadec-9-enoxy]propanoate